C(C)O\C=C(/C(=O)OCC)\C(COC)=O (Z)-Ethyl 2-(ethoxymethylene)-4-methoxy-3-oxobutanoate